3-[3-Fluoro-4-[4-(5-fluoro-6-methoxy-2-methyl-3-pyridyl)-1-piperidyl]phenyl]piperidine-2,6-dione FC=1C=C(C=CC1N1CCC(CC1)C=1C(=NC(=C(C1)F)OC)C)C1C(NC(CC1)=O)=O